2-(4,7-dichloro-6-(4-((3R,4R)-3-fluoro-1-(2-methoxyethyl)piperidin-4-yl)phenyl)-2H-indazol-2-yl)-2-((R)-6-fluoro-6,7-dihydro-5H-pyrrolo[1,2-c]imidazol-1-yl)-N-(thiazol-2-yl)acetamide ClC=1C2=CN(N=C2C(=C(C1)C1=CC=C(C=C1)[C@@H]1[C@H](CN(CC1)CCOC)F)Cl)C(C(=O)NC=1SC=CN1)C1=C2N(C=N1)C[C@@H](C2)F